2-(4-tert-butyl-5-chloro-2-methyl-phenyl)-5-(3-methyl-2-pyridyl)-1H-1,6-naphthyridin-4-one C(C)(C)(C)C1=CC(=C(C=C1Cl)C=1NC2=CC=NC(=C2C(C1)=O)C1=NC=CC=C1C)C